FC(OC1=C(C=CC(=C1)N)C1=CC=C(C=C1)N)(F)F trifluoromethoxy-4,4'-diaminobiphenyl